C(CC)(=O)OC1=C(C(=C(C(=C1)C(C)(C)C)O)C(C)(C)C)CCCCCCCCCCCCCCCCCC octadecyl-3,5-di-tert-butyl-4-hydroxyphenyl propionate